5-(((1,3-dihydroxypropan-2-yl)amino)methyl)-N-(3'-(5-((((1R,2R)-2-hydroxycyclopentyl)amino)methyl)-4-methoxypicolinamido)-2,2'-dimethyl-[1,1'-biphenyl]-3-yl)-4-methoxypicolinamide OCC(CO)NCC=1C(=CC(=NC1)C(=O)NC=1C(=C(C=CC1)C1=C(C(=CC=C1)NC(C1=NC=C(C(=C1)OC)CN[C@H]1[C@@H](CCC1)O)=O)C)C)OC